6-(2-amino-5-(3-((dimethylamino)methyl)-4-((tetrahydro-2H-pyran-4-yl)oxy)phenyl)-6-fluoropyridin-3-yl)-3,4-dihydroisoquinolin-1(2H)-one NC1=NC(=C(C=C1C=1C=C2CCNC(C2=CC1)=O)C1=CC(=C(C=C1)OC1CCOCC1)CN(C)C)F